FC1(CN(C1)CC(C(=O)O)=C)F 2-((3,3-Difluoroazetidin-1-yl)methyl)acrylic acid